tert-butyl 4-(amino(4,5-dichloro-2-methoxyphenyl)methyl)piperidine-1-carboxylate NC(C1CCN(CC1)C(=O)OC(C)(C)C)C1=C(C=C(C(=C1)Cl)Cl)OC